2-[(6,6-difluoro-3-bicyclo[3.1.0]hexyl)oxy]acetic acid FC1(C2CC(CC12)OCC(=O)O)F